C(#N)CNC(=O)C1=CC=C(C=C1)C1=C(N(C=C1)S(N)(=O)=O)C(=O)O 3-[4-(Cyanomethyl-carbamoyl)phenyl]-1-sulfamoyl-pyrrole-2-carboxylic acid